BrC1=C(C=C2C(N(C(=NC2=C1)C(CCC)N1CCN(CCC1)C)CCC)=O)F 7-bromo-6-fluoro-2-(1-(4-methyl-1,4-diazepan-1-yl)butyl)-3-propylquinazolin-4(3H)-one